6-Chloro-3,3,10,10-tetramethyl-9-phenyl-2,3,4a,10-tetrahydro-1H-indeno[1,2-c]pyrazolo[1,2-a]pyrazol-1-one ClC=1C=CC=2C(=C3C(N4N(C3(C)C)C(CC4(C)C)=O)C2C1)C1=CC=CC=C1